3-(p-tolyl)-N-(1H-pyrazol-3-yl)-N-(tetrahydrofuran-2-ylmethyl)prop-2-enamide C1(=CC=C(C=C1)C=CC(=O)N(CC1OCCC1)C1=NNC=C1)C